C1(CC1)CN1CC2=CC(=CC=C2CC1)N(C=1C=CC(N(C1)C([2H])([2H])[2H])=O)C(C)C 5-((2-(cyclopropylmethyl)-1,2,3,4-tetrahydroisoquinolin-7-yl)(isopropyl)amino)-1-(methyl-d3)pyridin-2(1H)-one